FC=1C=C(CNC2=CC=C3C(=N2)CN(C3=O)CCNC(CC)=O)C=CC1 N-(2-(2-((3-fluorobenzyl)amino)-5-oxo-5,7-dihydro-6H-pyrrolo[3,4-b]pyridin-6-yl)ethyl)propionamide